[Na].C=C.C=C.C=C.C=C.C=C pentaethylene sodium